C(C)(C)(C)NC(=O)C1=NC=CC(=C1)N(C(N)=O)CCC1=CC=CC=C1 N-tert-butyl-4-(2-phenylethyl-carbamoylamino)pyridine-2-carboxamide